tert-butyl 4-[[1-[2-fluoro-3-[2-(6-methyl-7-oxo-1H-pyrrolo[2,3-c]pyridin-4-yl)-4-methylsulfonyl-phenoxy]phenyl]azetidin-3-yl]methyl]piperidine-1-carboxylate FC1=C(C=CC=C1OC1=C(C=C(C=C1)S(=O)(=O)C)C=1C2=C(C(N(C1)C)=O)NC=C2)N2CC(C2)CC2CCN(CC2)C(=O)OC(C)(C)C